1-methyl-2-(2-hydroxyethyl)pyridinium C[N+]1=C(C=CC=C1)CCO